(3R,4R,5S)-4-(N-(tert-butyl)acetylamino)-5-(diallylamino)-3-(pent-3-yloxy)cyclohex-1-ene-1-carboxylic acid ethyl ester hydrochloride Cl.C(C)OC(=O)C1=C[C@H]([C@@H]([C@H](C1)N(CC=C)CC=C)NC(CC(C)(C)C)=O)OC(CC)CC